OC1CC(CC1)CCN1C(C2=C(C=CC=C2C1)C1=C(C=CC=C1)OCC(F)(F)F)=O 2-(2-(3-hydroxycyclopentyl)ethyl)-7-(2-(2,2,2-trifluoroethoxy)phenyl)isoindolin-1-one